4-bromo-7-chlorobenzothiophene-2-carboxylic acid BrC1=CC=C(C2=C1C=C(S2)C(=O)O)Cl